BrC=1C=CC=C2CCN(C12)C(=O)N[C@@H](C)C=1N(N=CN1)C1=NC=CC=N1 7-bromo-N-[(1S)-1-(2-pyrimidin-2-yl-1,2,4-triazol-3-yl)ethyl]indoline-1-carboxamide